(Z)-3-((tert-butylamino)methylene)-2-(5-iodo-1H-indol-3-yl)chroman-4-one C(C)(C)(C)N\C=C/1\C(OC2=CC=CC=C2C1=O)C1=CNC2=CC=C(C=C12)I